(R)-4-(6-(4-(2-hydroxy-2-phenylacetyl)piperazin-1-yl)-5-methylpyridin-3-yl)-6-(1-methyl-1H-pyrazol-4-yl)pyrazolo[1,5-a]pyridine-3-carbonitrile O[C@@H](C(=O)N1CCN(CC1)C1=C(C=C(C=N1)C=1C=2N(C=C(C1)C=1C=NN(C1)C)N=CC2C#N)C)C2=CC=CC=C2